1-Propylphosphoric acid C(CC)OP(O)(O)=O